5-(2-(Dimethylamino)ethoxy)-2-methyl-N-(1-(m-tolyl)cyclopropyl)benzamide CN(CCOC=1C=CC(=C(C(=O)NC2(CC2)C=2C=C(C=CC2)C)C1)C)C